C(C)OC(=O)ON1C(CCC1=O)=O N-(ethoxycarbonyloxy)succinimide